(5R)-5-hydroxy-1-phenyl-7-(4-hydroxy-3-methoxyphenyl)-3-heptanone O[C@@H](CC(CCC1=CC=CC=C1)=O)CCC1=CC(=C(C=C1)O)OC